benzyl (6R)-6-({7-(methylsulfanyl)-2-[1-(propan-2-yl)-1H-pyrazol-4-yl][1,2,4]triazolo[1,5-c]quinazolin-5-yl}amino)-5-oxo-1,4-diazepane-1-carboxylate CSC1=CC=CC=2C=3N(C(=NC12)N[C@H]1C(NCCN(C1)C(=O)OCC1=CC=CC=C1)=O)N=C(N3)C=3C=NN(C3)C(C)C